1,1,3,3-tetramethylbutyl 1-peroxyneodecanoate C(CCCCCC(C)(C)C)(=O)OOC(CC(C)(C)C)(C)C